5-METHYL-1-PHENYL-1H-PYRAZOL-4-YLBORONIC ACID CC1=C(C=NN1C1=CC=CC=C1)B(O)O